sodium hydroxy pyruvate C(C(=O)C)(=O)OO.[Na]